(rac)-methyl 2-(3-{1-[(tert-butoxycarbonyl) amino] ethyl} pyrazin-2-yl)-1,3-thiazole-5-carboxylate C(C)(C)(C)OC(=O)N[C@H](C)C=1C(=NC=CN1)C=1SC(=CN1)C(=O)OC |r|